zinc adeninate N1=C(N=C2N=CNC2=C1N)C(=O)[O-].[Zn+2].N1=C(N=C2N=CNC2=C1N)C(=O)[O-]